C(C=C)ON1[C@@H]2C=C([C@H](N(C1=O)C2)C(=O)O)C (2s,5r)-6-allyloxy-3-methyl-7-oxo-1,6-diazabicyclo[3.2.1]oct-3-ene-2-carboxylic acid